ClC=1C=C2C=C(NC2=C(C1F)F)C(=O)N[C@@H]1CNCC1 (S)-5-Chloro-6,7-difluoro-N-(pyrrolidin-3-yl)-1H-indole-2-carboxamide